N-(1-(Difluoromethyl)cyclobutyl)-2-methyl-5-((4-methylthiazol-5-yl)methoxy)benzofuran FC(C1(CCC1)N1CSC(=C1C)COC=1C=CC2=C(C=C(O2)C)C1)F